5-(2-Isopropyl-4,5-dimethoxy-benzyl)-N*4*-(4-methoxy-benzyl)-pyrimidine-2,4-diamine C(C)(C)C1=C(CC=2C(=NC(=NC2)N)NCC2=CC=C(C=C2)OC)C=C(C(=C1)OC)OC